(R)-6-Cyclopropyl-N-(1-(3-(difluoromethyl)-2-fluorophenyl)ethyl)-2-methylpyrido[2,3-d]pyrimidine C1(CC1)C1=CC2=C(N([C@@H](N=C2)C)C(C)C2=C(C(=CC=C2)C(F)F)F)N=C1